NC1=C2C(N(C(C2=CC=C1)=O)[C@H](C(=O)O)CC1CC1)=O (S)-2-(4-amino-1,3-dioxoisoindolin-2-yl)-3-cyclopropylpropanoic acid